1-methoxy-2-((methylsulfonyl)methyl)-4-nitrobenzene COC1=C(C=C(C=C1)[N+](=O)[O-])CS(=O)(=O)C